Fmocbeta-alanine C(=O)(OCC1C2=CC=CC=C2C2=CC=CC=C12)NCCC(=O)O